FC1=C(C=CC=2CS(CC21)(=O)=O)NC2=NN(C(=C2)[C@@H]2C[C@@H](CC2)OC(=O)OC2=CC=C(C=C2)[N+](=O)[O-])C(=O)OC2=CC=C(C=C2)[N+](=O)[O-] cis-4-nitrophenyl 3-((4-fluoro-2,2-dioxo-1,3-dihydrobenzo[C]thiophen-5-yl) amino)-5-(3-(((4-nitrophenoxy) carbonyl) oxy) cyclopentyl)-1H-pyrazole-1-carboxylate